3-((4-methoxybenzyl)amino)propan-1-ol hydrochloride Cl.COC1=CC=C(CNCCCO)C=C1